5-aminobenzene-1,3-dicarboxamide NC=1C=C(C=C(C1)C(=O)N)C(=O)N